COC1=CC=C(CSC=2C=CC=3N(N2)C(=NN3)C)C=C1 6-((4-methoxybenzyl)thio)-3-methyl-[1,2,4]triazolo[4,3-b]pyridazine